[N-](S(=O)(=O)C(F)(F)F)S(=O)(=O)C(F)(F)F.C(=C)C1(CC2=NC=CN2CCCC)CC=CC=C1 1-vinylbenzyl-3-butylimidazole bistrifluoromethanesulfonimide salt